5-cyano-2,3-dihydrothieno[2',3':4,5]benzo[1,2-b][1,4]dioxine-7-carboxylic acid ethyl ester C(C)OC(=O)C1=CC=2C(=C(C3=C(OCCO3)C2)C#N)S1